ClC=1C=C(C=NC1[C@@H]1CC[C@H](CC1)C(F)(F)F)OCCN1CCC2(CS(C2)(=O)=O)CC1 7-(2-((5-Chloro-6-((trans)-4-(Trifluoromethyl)cyclohexyl)pyridin-3-yl)oxy)ethyl)-2-thia-7-azaspiro[3.5]nonane 2,2-dioxide